5-(5-chloro-6-piperazin-1-yl-3-pyridinyl)pent-4-yn-1-amine ClC=1C=C(C=NC1N1CCNCC1)C#CCCCN